3-(4-isobutyl-6-methylcyclohex-1-en-1-yl)propanal benzyl-4-(3-(tert-butoxy)-3-oxopropyl)piperazine-1-carboxylate C(C1=CC=CC=C1)OC(=O)N1CCN(CC1)CCC(=O)OC(C)(C)C.C(C(C)C)C1CC=C(C(C1)C)CCC=O